dimethylformamide, hydrochloride Cl.CN(C=O)C